BrCCOC1=CC=C(OC2=CSC3=C4C=NN(C4=CC=C32)C3OCCCC3)C=C1 3-(4-(2-bromoethoxy)phenoxy)-6-(tetrahydro-2H-pyran-2-yl)-6H-thieno[2,3-e]indazole